C(C1=CC=CC=C1)O[C@H]1[C@H](O)O[C@@H]([C@H]([C@@H]1OCC1=CC=CC=C1)O)C(=O)O (2,3-di-O-benzyl-β-D-glucopyranoseuronic acid)